4-(diethylamino)-N-(1-(4-methoxyphenyl)-9H-pyrido[3,4-b]indol-3-yl)benzamide C(C)N(C1=CC=C(C(=O)NC2=CC3=C(NC4=CC=CC=C34)C(=N2)C2=CC=C(C=C2)OC)C=C1)CC